C1CCCCCC1.[Te].[Te].[Te].[Te].[Te] pentatellurium cycloheptane